6-({5-chloro-2-oxo-2H-[1,3'-bipyridyl]-6'-yl}amino)-4-{[3-methoxy-4-(1-methyl-1H-1,2,4-triazol-3-yl)pyridin-2-yl]amino}-N-(2H3)methylpyridazine-3-carboxamide ClC=1C=CC(N(C1)C=1C=NC(=CC1)NC1=CC(=C(N=N1)C(=O)NC([2H])([2H])[2H])NC1=NC=CC(=C1OC)C1=NN(C=N1)C)=O